C1=CC(=CC(=C1)NC(=O)CCl)C(F)(F)F 2-chloro-N-(3-(trifluoromethyl)phenyl)acetamide